CNC[C@@H]([C@H]([C@@H]([C@@H](CO)O)O)O)O.C1=CC2=C(C=C1C(=O)O)OC(=N2)C3=CC(=CC(=C3)Cl)Cl The molecule is an organoammonium salt obtained by combining tafamidis with one molar equivalent of 1-deoxy-1-(methylamino)-D-glucitol. Used for the amelioration of transthyretin-related hereditary amyloidosis. It has a role as a central nervous system drug. It contains a tafamidis(1-).